C(C1=CC=CC=C1)N1CCC(CC1)(C(=O)N)C1=C(C=C(C=C1)F)F 1-benzyl-4-(2,4-difluorophenyl)piperidine-4-carboxamide